ClC1=CC=C(C=C1)NC(NC1C(N(CCC1)C1=C(C(=CC=C1)C1=C(C=CC=C1)F)C(=O)N)=O)=O (3-(3-(4-chlorophenyl)ureido)-2-oxopiperidin-1-yl)-2'-fluoro-[1,1'-biphenyl]-2-carboxamide